FC(C1(CC1)NCCO)(F)F 2-[1-(trifluoromethyl)cyclopropylamino]-1-ethanol